ClC1=CC=C(C=C1)N1N=C(C=C1)N1N(C(=C(C1C)C(=O)[O-])Cl)C 1-(4-chlorophenyl)-1H-pyrazol-3-yl-5-chloro-1,3-dimethyl-1H-pyrazole-4-carboxylate